Cl.CC=1C=C(C=O)C=CN1 2-METHYLISONICOTINALDEHYDE HYDROCHLORIDE